CC=1OC(=CC1C(=O)NC1=NC(=NS1)CN1CCOCC1)C1=CC(=CC=C1)C(F)(F)F 2-Methyl-N-(3-(morpholinomethyl)-1,2,4-thiadiazol-5-yl)-5-(3-(trifluoromethyl)phenyl)furan-3-carboxamide